ClC1=CC2=C(N(C(C(N2C)=O)=O)C2CCN(CC2)C(=O)N2CCNCC2)N=C1 7-chloro-1-methyl-4-(1-(piperazine-1-carbonyl)piperidin-4-yl)-1,4-dihydropyrido[2,3-b]pyrazine-2,3-dione